ClC1=C2C(=NC=C1C#CC1=CC=C(C=C1)OC)NC=C2 4-chloro-5-((4-methoxyphenyl)ethynyl)-1H-pyrrolo[2,3-b]pyridine